OC(C(CO)(CO)C)C(CO)(CO)C 3-hydroxy-2,4-dimethyl-2,4-bis(hydroxymethyl)-1,5-pentanediol